methyl 5-(1-hydroxyethyl)thiophene-2-carboxylate OC(C)C1=CC=C(S1)C(=O)OC